4'-carboxy-4,4'-biphenyl C(=O)(O)C1(CC=CC=C1)C1=CC=CC=C1